C(C)C(C[Si](C)(C)CCl)CCCC (2-ethylhexyl)(chloromethyl)dimethylsilane